1-O-octadecyl-2-O-benzyl-sn-glycerol C(CCCCCCCCCCCCCCCCC)OC[C@@H](OCC1=CC=CC=C1)CO